ClC1=NC(=C(C#N)C=C1)C 6-chloro-2-methylnicotinonitrile